5-fluoro-N,N-diisopropyl-2-((4-(7-((1-(piperazin-1-ylsulfonyl)piperidine-4-yl)methyl)-2,7-diazaspiro[3.5]nonan-2-yl)pyrimidin-5-yl)oxy)benzamide hydrochloride Cl.FC=1C=CC(=C(C(=O)N(C(C)C)C(C)C)C1)OC=1C(=NC=NC1)N1CC2(C1)CCN(CC2)CC2CCN(CC2)S(=O)(=O)N2CCNCC2